C(C)N(CCCC(C1=NC=CC=C1C)N1C=CC2=CC=CC(=C12)C)CC N-(4-(diethylamino)-1-(3-methylpyridin-2-yl)butyl)-7-methyl-1H-indole